ClC1=CC=C(CN2C[C@@](CC2)([C@@]2(OCC2)C(F)(F)F)CCC=2C=CC(=NC2)S(=O)(=O)C)C=C1 |o1:11| 5-(2-((R)-1-(4-chlorobenzyl)-3-((R or S)-2-(trifluoromethyl)oxetan-2-yl)pyrrolidin-3-yl)ethyl)-2-(methylsulfonyl)pyridine